(2'S,3S,6'S)-2',5-dimethyl-6'-(1-methyltriazol-4-yl)spiro[indoline-3,4'-piperidin]-2-one C[C@@H]1N[C@@H](C[C@]2(C1)C(NC1=CC=C(C=C12)C)=O)C=1N=NN(C1)C